C(C)C=1C=2N(C=C(N1)C)N=C(C2)C=2N=C1N(C(C2)=O)C=C(C=C1)C1CCN(CC1)C1COC1 2-(4-ethyl-6-methylpyrazolo[1,5-a]pyrazin-2-yl)-7-[1-(oxetan-3-yl)piperidin-4-yl]-4H-pyrido[1,2-a]pyrimidin-4-one